(R)-8-(5-(1H-Indazol-4-yl)pyridin-2-yl)-9-oxooctahydro-2H-pyrazino[1,2-a]pyrazin N1N=CC2=C(C=CC=C12)C=1C=CC(=NC1)N1C([C@@H]2N(CCNC2)CC1)=O